N1=NC(=CC2=C1C1=C(CCC2)C=CC=C1)N1N=C(N=C1N)NC=1C=CC2=C(CC[C@H](CC2)N2CCCC2)C1 1-(6,7-dihydro-5H-benzo[6,7]cyclohepta[1,2-c]pyridazin-3-yl)-N3-[(7S)-6,7,8,9-tetrahydro-7-(1-pyrrolidinyl)-5H-benzocyclohepten-2-yl]-1H-1,2,4-triazole-3,5-diamine